tert-butyl (S)-2-(2-hydroxy-3-((7-(1-methyl-1H-pyrazol-4-yl)isoquinolin-1-yl)amino)propanamido)-4-methylthiazole-5-carboxylate O[C@H](C(=O)NC=1SC(=C(N1)C)C(=O)OC(C)(C)C)CNC1=NC=CC2=CC=C(C=C12)C=1C=NN(C1)C